ClC=1C=C(C=CC1)N1N=CC(=C1)C(C(=O)NC1=CC(=NN1)C1COC1)C 2-(1-(3-chlorophenyl)-1H-pyrazol-4-yl)-N-(3-(oxetan-3-yl)-1H-pyrazol-5-yl)propanamide